BrC=1SC=C(N1)C(=O)N[C@@H](CO)C(=O)OC Methyl (2-bromothiazole-4-carbonyl)-Z-serinate